O=C1CCC(CC1)NC(OC(C)(C)C)=O tert-butyl N-(4-oxocyclohexyl)carbamate